bromo-1-butyl-N,N-dimethyl-1H-pyrrolo[2,3-c]pyridine-2-carboxamide BrC1=C(N(C2=CN=CC=C21)CCCC)C(=O)N(C)C